2-(7-((2S,5R)-2,5-dimethyl-4-(1-(3-methylquinoxalin-6-yl)ethyl)piperazin-1-yl)-5-oxo-4,5-dihydropyrazolo[1,5-a]pyrimidin-2-yl)acetonitrile C[C@@H]1N(C[C@H](N(C1)C(C)C=1C=C2N=C(C=NC2=CC1)C)C)C1=CC(NC=2N1N=C(C2)CC#N)=O